rel-3-fluoro-6-methyl-2-{[(1r,4r)-4-(trifluoromethyl)-cyclohexyl]oxy}pyridine FC=1C(=NC(=CC1)C)OC1CCC(CC1)C(F)(F)F